1-(2-methyl-1-(piperidin-4-yl)-1H-pyrrolo[2,3-b]pyridin-4-yl)dihydropyrimidine-2,4(1H,3H)-dione CC1=CC=2C(=NC=CC2N2C(NC(CC2)=O)=O)N1C1CCNCC1